6-chloro-N-(5-(cyclopropylethynyl)-1,3,4-thiadiazol-2-yl)-2'-(difluoromethyl)-5'-methoxy-[4,4'-bipyridine]-3-carboxamide ClC1=CC(=C(C=N1)C(=O)NC=1SC(=NN1)C#CC1CC1)C1=CC(=NC=C1OC)C(F)F